3-bromopropyl-dimethyl-(3-trimethylammoniopropyl)ammonium dibromide [Br-].[Br-].BrCCC[N+](CCC[N+](C)(C)C)(C)C